FC1=C(C(=CC(=C1)C(NC)=O)F)C=1N=C2N(C=CC(=C2)C)C1C[C@H]1CN(CCO1)C(=O)N(C)C (S)-2-((2-(2,6-difluoro-4-(methylcarbamoyl)phenyl)-7-methylimidazo[1,2-a]pyridin-3-yl)methyl)-N,N-dimethylmorpholine-4-carboxamide